ClC=1C(=C2C(=C(N(C2=CC1)CCCOC1=CC(=CC2=CC(=CC=C12)F)SCC1=CC=C(C=C1)OC)C(=O)OC)F)C=1C(=NN(C1C)C)CO Methyl 5-chloro-3-fluoro-1-(3-((6-fluoro-3-((4-methoxybenzyl)thio)naphthalen-1-yl)oxy)propyl)-4-(3-(hydroxymethyl)-1,5-dimethyl-1H-pyrazol-4-yl)-1H-indole-2-carboxylate